p-(methyl)disilylmethylstyrene CC1=CC=C(C=CC([SiH3])[SiH3])C=C1